3-(4-fluoro-4-(2-(trifluoromethyl)phenyl)piperidine-1-carbonyl)-1,4,6,7-tetrahydro-5H-pyrazolo[4,3-c]pyridin-5-carboxylic acid tert-butyl ester C(C)(C)(C)OC(=O)N1CC2=C(CC1)NN=C2C(=O)N2CCC(CC2)(C2=C(C=CC=C2)C(F)(F)F)F